ClC1=CC(=NC(=C1)C=1C=NN2C1C=C(C=C2)Cl)N2C[C@@H](N([C@@H](C2)C)C(=O)OC(C)(C)C)C tert-butyl (2S,6R)-4-[4-chloro-6-(5-chloropyrazolo[1,5-a]pyridin-3-yl)-2-pyridyl]-2,6-dimethyl-piperazine-1-carboxylate